1-[(1E)-2-iodovinyl]-4-methoxybenzene I/C=C/C1=CC=C(C=C1)OC